[Hg].[Cu]Cl cuprous chloride mercury